ClC1=C(C=C(C=C1)S(=O)(=O)NC=1C(=NC=C(C1)C)OC1=CC=C(C=C1)NC(C#CC)=O)C(F)(F)F N-(4-((3-((4-Chloro-3-(trifluoromethyl)phenyl)sulfonamido)-5-methylpyridin-2-yl)oxy)phenyl)but-2-ynamide